2-chloro-5-(3-(difluoromethyl)-5,5-difluoro-4-hydroxy-5,6-dihydro-cyclopenta[b]pyrrol-1(4H)-yl)benzonitrile ClC1=C(C#N)C=C(C=C1)N1C2=C(C(=C1)C(F)F)C(C(C2)(F)F)O